FC=1C=2N(C=C(C1)C1=NC=C(C(=N1)C)C(=O)NC13CCC(CC1)(C3)NC(OC(C)(C)C)=O)C=C(N2)C tert-butyl N-[4-[[2-(8-fluoro-2-methyl-imidazo[1,2-a]pyridin-6-yl)-4-methyl-pyrimidine-5-carbonyl]amino]norbornan-1-yl]carbamate